trans-1,1-Di-tert-butyl-2,3-dimethylsiliran C(C)(C)(C)[Si]1([C@H]([C@@H]1C)C)C(C)(C)C